C(C1=CC=CC=C1)OC1=C(C(=O)Cl)C=CC=C1 2-Benzyloxybenzoyl chloride